T-amylimino-tris(diethylamino)tantalum C(C)(C)(CC)N=[Ta](N(CC)CC)(N(CC)CC)N(CC)CC